((N-(4-(6-methylbenzo[d]thiazol-2-yl) phenyl) sulfamoyl) methyl) benzoate C(C1=CC=CC=C1)(=O)OCS(NC1=CC=C(C=C1)C=1SC2=C(N1)C=CC(=C2)C)(=O)=O